(E)-2-(6-(2-(5-cyclopropyl-3-(3,5-dichloropyridin-4-yl)isoxazol-4-yl)vinyl)-3-azabicyclo[3.1.0]hex-3-yl)-4-fluorobenzo[d]thiazole-6-carboxylic acid C1(CC1)C1=C(C(=NO1)C1=C(C=NC=C1Cl)Cl)/C=C/C1C2CN(CC12)C=1SC2=C(N1)C(=CC(=C2)C(=O)O)F